4-methoxy-methyl-benzaldehyde COC1=CC(=C(C=O)C=C1)C